[Mg+2].P([O-])(=O)(OP(=O)([O-])OP(=O)([O-])[O-])OC[C@@H]1[C@H]([C@H]([C@@H](O1)N1C=NC=2C(N)=NC=NC12)O)O.[Mg+2] adenosine-5'-triphosphate magnesium salt